N1CCC12CN(C2)C=2C=CC=1N=CN=C(C1N2)NC=2C=C1C=NN(C1=CC2)C2=CC=CC=C2 6-(1,6-diazaspiro[3.3]heptan-6-yl)-N-(1-phenylindazol-5-yl)pyrido[3,2-d]pyrimidin-4-amine